4-([1,1'-biphenyl]-4-yl)butanoic acid C1(=CC=C(C=C1)CCCC(=O)O)C1=CC=CC=C1